Cl.CC=1N=C(C2=C(N1)N=CC(=C2)N2CC1(CN(C1)C(C)=O)C2)N[C@H](C)C2=C(C(=CC=C2)C(F)(F)F)C 1-{6-[2-methyl-4-({(1R)-1-[2-methyl-3-(trifluoromethyl)phenyl]ethyl}amino)pyrido[2,3-d]pyrimidin-6-yl]-2,6-diazaspiro[3.3]heptan-2-yl}ethan-1-one hydrogen chloride